C1(CC1)C1C(N1CCO)C(=O)[O-] 3-cyclopropyl-1-(2-hydroxyethyl)aziridine-2-carboxylate